SCCC(=O)OCC(CCCC)CC 2-ethylhexyl 3-sulfanylpropanoate